COC(=O)C1(CC1)OC1=C(CN2CCCC23CCN(CC3)C(=O)OC(C)(C)C)C=CC(=C1)C(F)(F)F tert-butyl 1-(2-(1-(methoxycarbonyl) cyclopropoxy)-4-(trifluoromethyl) benzyl)-1,8-diazaspiro[4.5]decane-8-carboxylate